4-((3-hydroxy-2-(morpholin-4-carbonyl)pyridin-4-yl)amino)cyclobut-3-ene-1,2-dione OC=1C(=NC=CC1NC1=CC(C1=O)=O)C(=O)N1CCOCC1